ClC1=C(C(=C(C=C1OC)OC)Cl)C1=NC=C2C=C(N=CC2=C1)CNC(C=C)=O N-((7-(2,6-dichloro-3,5-dimethoxyphenyl)-2,6-naphthyridin-3-yl)methyl)acrylamide